C(C)N1N=C(C=C1)C(=O)N1CC2(CN(C2)C(=O)C2=NNC(=C2)C(C)C)C1 (1-Ethylpyrazol-3-yl)-[2-(5-isopropyl-1H-pyrazole-3-carbonyl)-2,6-diazaspiro[3.3]heptan-6-yl]methanone